FC1=CC2=C(N(C3=C(C=C2)C=CC=C3)CC3=NC=C(C=N3)C(=O)NO)C=C1 2-((2-fluoro-5H-dibenzo[b,f]azepin-5-yl)methyl)-N-hydroxypyrimidine-5-carboxamide